[Br-].[Br-].C(C1=CC=CC=C1)OC(=O)NCCCN1C(=[N+](C=C1)CCCC[N+]1=C(N(C=C1)CCCCN1C(=NC=C1)C)C)C 1-(3-(((benzyloxy)carbonyl)amino)propyl)-2-methyl-3-(4-(2-methyl-1-(4-(2-methyl-1H-imidazol-1-yl)butyl)-1H-imidazol-3-ium-3-yl)butyl)-1H-imidazol-3-ium dibromide